NC1=NC=C(C=N1)CN1CC2=C(CC1)C(=CS2)C(=O)NC=2C=NC=C(C2)OC(F)(F)F 6-((2-aminopyrimidin-5-yl)methyl)-N-(5-(trifluoromethoxy)pyridin-3-yl)-4,5,6,7-tetrahydrothieno[2,3-c]pyridine-3-carboxamide